1-(3-methyl-4-phenoxyphenyl)-3-(1-phenyl-1H-pyrazol-4-yl)-1,3,5-triazine-2,4,6-trione CC=1C=C(C=CC1OC1=CC=CC=C1)N1C(N(C(NC1=O)=O)C=1C=NN(C1)C1=CC=CC=C1)=O